(R)-1-(6-bromo-3,4-dihydroisoquinolin-2(1H)-yl)-2-hydroxypropan-1-one BrC=1C=C2CCN(CC2=CC1)C([C@@H](C)O)=O